C1(CC1)CC1C(C1)C1=C(N=NC(=C1)C=1C(=NC(=NC1)OC)OC)N 4-[2-(cyclopropylmethyl)cyclopropyl]-6-(2,4-dimethoxypyrimidin-5-yl)pyridazin-3-amine